ClC=1C=C2C(=NC=NC2=C(C1)F)O 6-chloro-8-fluoroquinazolin-4-ol